CC(=C)C1=CC(=CC=C1)O α-methyl-3-hydroxystyrene